FC1=C2C=NC(=NC2=CC=C1C=O)C1CCOCC1 5-Fluoro-2-(tetrahydro-2H-pyran-4-yl)quinazoline-6-carbaldehyde